(R)-5-((1-(tert-butoxycarbonyl)azetidin-2-yl)methoxy)-2-methylbenzoic acid C(C)(C)(C)OC(=O)N1[C@H](CC1)COC=1C=CC(=C(C(=O)O)C1)C